N-(3''-fluoro-4''-formyl-5''-methoxy-2,2'-dimethyl-[1,1':3',1''-terphenyl]-3-yl)-2,4-dimethyl-3,5-dioxo-2,3,4,5-tetrahydro-1,2,4-triazine-6-carboxamide FC=1C=C(C=C(C1C=O)OC)C=1C(=C(C=CC1)C1=C(C(=CC=C1)NC(=O)C=1C(N(C(N(N1)C)=O)C)=O)C)C